N-[5-(1H-benzimidazol-2-yl)-1H-pyrazol-3-yl]-3-chloro-4-(3-methoxy-propoxy)benzamide N1C(=NC2=C1C=CC=C2)C2=CC(=NN2)NC(C2=CC(=C(C=C2)OCCCOC)Cl)=O